2-(4-(2-(2-Aminopyridin-3-yl)-5-phenyl-3H-imidazo[4,5-b]pyridin-3-yl)benzyl)-2,8-diazaspiro[4.5]decane-8-carbonitrile NC1=NC=CC=C1C1=NC=2C(=NC(=CC2)C2=CC=CC=C2)N1C1=CC=C(CN2CC3(CC2)CCN(CC3)C#N)C=C1